FC1=CC=C2C(C(NC2=C1C)=O)=O 6-fluoro-7-methylindole-2,3-dione